C(C)C(CCCCCCCCCCCC)OCCO 2-[(1-ethyltridecyl)oxy]ethanol